3-(1-oxo-4-((4-(piperidin-1-ylmethyl)phenethyl)thio)isoindolin-2-yl)piperidine-2,6-dione O=C1N(CC2=C(C=CC=C12)SCCC1=CC=C(C=C1)CN1CCCCC1)C1C(NC(CC1)=O)=O